methyl 6-(4-chlorophenyl)-2-(1-(methyl-d3)-1H-pyrazol-4-yl)-3-oxo-2,3-dihydropyridazine-4-carboxylate ClC1=CC=C(C=C1)C=1C=C(C(N(N1)C=1C=NN(C1)C([2H])([2H])[2H])=O)C(=O)OC